BrC1=CC2=C(N=CN=C2C=2C(=NN(C2)C2CS(C2)(=O)=O)C2=CC=C(C=C2)F)O1 3-(4-{6-Bromofuro[2,3-d]pyrimidin-4-yl}-3-(4-fluorophenyl)pyrazol-1-yl)-1λ6-thietane-1,1-dione